ClC1=CC(=C(C=C1)NC1=CC2=C(C=N1)N(C(N2C2=CC=C(C=C2)C(C#N)(C)C)=O)C)C 2-(4-(6-((4-chloro-2-methylphenyl)amino)-3-methyl-2-oxo-2,3-dihydro-1H-imidazo[4,5-c]pyridin-1-yl)phenyl)-2-methylpropionitrile